ClC1=CC=C2C(=N1)N(CC21CCOCC1)CCN(C)C 2-(6'-chloro-2,3,5,6-tetrahydrospiro[pyran-4,3'-pyrrolo[2,3-b]pyridin]-1'(2'H)-yl)-N,N-dimethylethan-1-amine